cis-5-methyl-1-(1-methyl-1H-pyrazole-4-carbonyl)-piperidin-3-yl-quinoline-8-carbonitrile C[C@@H]1C[C@@H](CN(C1)C(=O)C=1C=NN(C1)C)C1=NC2=C(C=CC=C2C=C1)C#N